(S)-4-(1-fluoro-1-((3-fluorophenyl)sulfonyl)ethyl)-N-(isoxazol-3-yl)piperidine-1-carboxamide F[C@@](C)(S(=O)(=O)C1=CC(=CC=C1)F)C1CCN(CC1)C(=O)NC1=NOC=C1